3-(5-Fluoro-1-(phenylsulfonyl)-1H-indol-2-yl)-3-oxopropanenitrile FC=1C=C2C=C(N(C2=CC1)S(=O)(=O)C1=CC=CC=C1)C(CC#N)=O